N-(2-amino-2-oxoethyl)-4-hydroxy-2-oxo-1-pyrrolidineacetamide NC(CNC(CN1C(CC(C1)O)=O)=O)=O